ClC1=C(C(=O)N(C)C)C=CC(=C1)C=1SC(=NN1)C=1CN(CCC1)S(=O)(=O)C1=C(C=CC=C1)Cl 2-chloro-4-(5-(1-(2-chlorophenylsulfonyl)-1,2,5,6-tetrahydropyridin-3-yl)-1,3,4-thiadiazol-2-yl)-N,N-dimethylbenzamide